N-(1-(4-chlorophenyl)-2,2,2-trifluoroethyl)-1-(methoxymethyl)-N-methyl-6-oxo-1,6-dihydropyridine-3-sulfonamide ClC1=CC=C(C=C1)C(C(F)(F)F)N(S(=O)(=O)C1=CN(C(C=C1)=O)COC)C